N-[4-[1-(3,3-Dimethylbutanoyl)pyrrolidin-3-yl]oxy-6-(2,6-dimethylphenyl)pyrimidin-2-yl]-1-methyl-pyrazole-4-sulfonamide CC(CC(=O)N1CC(CC1)OC1=NC(=NC(=C1)C1=C(C=CC=C1C)C)NS(=O)(=O)C=1C=NN(C1)C)(C)C